N-(1-methyl-1H-pyrazol-3-yl)-acetamide CN1N=C(C=C1)NC(C)=O